C(C)NC=1OC2=C(C=C(C=C2C(C1)=O)C)C(C)NC1=C(C(=O)O)C=CC=C1 2-[1-[2-(ethylamino)-6-methyl-4-oxo-chromen-8-yl]ethylamino]benzoic acid